3-amino-2-ethylbutyric acid NC(C(C(=O)O)CC)C